3-(2-furyl)-2-propyl acrylate C(C=C)(=O)OC(C)CC=1OC=CC1